ClC1=CC2=C([C@H]3N(C[C@@H](O2)C3)C(=O)C32CCC(CC3)(C2)F)C=C1 ((2S,5S)-8-chloro-2,3-dihydro-2,5-methanobenzo[f][1,4]oxazepin-4(5H)-yl)(4-fluorobicyclo[2.2.1]heptan-1-yl)methanone